O=C1CC2(C1)CN(C2)C2=CC=CC(=N2)C(=O)OCC ethyl 6-(2-oxo-6-azaspiro[3.3]heptane-6-yl)-2-picolinate